10-ethyl-10-deazaaminopterin CCC(CC1=CN=C2C(=N1)C(=NC(=N2)N)N)C3=CC=C(C=C3)C(=O)N[C@@H](CCC(=O)O)C(=O)O